N-(7-bromo-4-(2-chloro-5-fluorophenoxy)-3-(1,3-dioxoisoindolin-2-yl)-1-methyl-1H-indazol-5-yl)-3-fluoro-5-(trifluoromethyl)benzamide BrC=1C=C(C(=C2C(=NN(C12)C)N1C(C2=CC=CC=C2C1=O)=O)OC1=C(C=CC(=C1)F)Cl)NC(C1=CC(=CC(=C1)C(F)(F)F)F)=O